1-(4,4-difluoropiperidin-1-yl)-2,7-naphthyridin-3-Amine FC1(CCN(CC1)C1=NC(=CC2=CC=NC=C12)N)F